1-(6-(aminomethyl)pyridin-2-yl)piperidin-3-ol NCC1=CC=CC(=N1)N1CC(CCC1)O